4-(2,4-dihydroxyphenyl)pentanoic acid OC1=C(C=CC(=C1)O)C(CCC(=O)O)C